COC=1C=C(C=CC1)C1=NN2C(=NC=3C=CC=CC3C2=N1)[C@](N)(C)C(=O)N 2-[2-(3-methoxyphenyl)[1,2,4]triazolo[1,5-c]quinazolin-5-yl]-L-alaninamide